3-Hydroxy-propionamide OCCC(=O)N